FC(OC1=NC=C(C(=C1)C)[N+](=O)[O-])F 2-(difluoromethoxy)-4-methyl-5-nitropyridine